CN(C=1C=C(OC2=C(C(C#N)=CC=C2)C#N)C=CC1)C 3-[3-(Dimethylamino)phenoxy]phthalonitrile